4-(4-amino-6-((4-vinylphenyl)amino)-1,3,5-triazin-2-yl)aniline NC1=NC(=NC(=N1)NC1=CC=C(C=C1)C=C)C1=CC=C(N)C=C1